C(C)(=O)O[C@H]1[C@H](O[C@H]([C@@H]([C@H]1OC(C)=O)OC(C)=O)OC1=C(C=C(C=C1)[N+](=O)[O-])C=O)COC(C)=O (2R,3S,4S,5R,6S)-2-(acetoxymethyl)-6-(2-formyl-4-nitrophenoxy)tetrahydro-2H-pyran-3,4,5-triyl triacetate